O1C=C(C=C1)C=1C(C(C=2C(=CC3=C(C(C2)=O)C=C(C(=C3OC)OC)C(C)C)C1)(C)C)=O 3-(furan-3-yl)-8-isopropyl-6,7-dimethoxy-1,1-dimethyl-1H-dibenzo[a,d][7]annulene-2,10-dione